CN(C=1C=C(C=O)C=C(C1)O)C 3-(DIMETHYLAMINO)-5-HYDROXYBENZALDEHYDE